BrC1CC(CC(C1)Br)Br 1,3,5-tribromocyclohexane